chromium-cobalt-nickel [Ni].[Co].[Cr]